C(C1CO1)OCC[Si](OCC)(OCC)C 2-glycidoxyethyl-methyl-diethoxysilane